1-(5-(isoquinolin-7-yl)-1-methyl-1H-pyrazol-3-yl)-3-(4-((4-phenylpiperidin-1-yl)methyl)-3-(trifluoromethyl)phenyl)urea C1=NC=CC2=CC=C(C=C12)C1=CC(=NN1C)NC(=O)NC1=CC(=C(C=C1)CN1CCC(CC1)C1=CC=CC=C1)C(F)(F)F